ClC1=C(C=CC=C1)N1C=2N(C3=C(C1=O)C=NC(=N3)NC3=CC(=C(C=C3)N3CCN(CCC3)C)CO)C=CN2 6-(2-chlorophenyl)-2-{[3-(hydroxymethyl)-4-(4-methyl-1,4-diazepan-1-yl)phenyl]amino}imidazo[1,2-a]pyrimido[5,4-e]pyrimidin-5(6H)-one